1-((2-chlorothiazol-5-yl)methyl)-3-(1,3-dithian-2-yl)-4-oxo-4H-pyrido[1,2-a]pyrimidinium ClC=1SC(=CN1)C[N+]1=C2N(C(C(=C1)C1SCCCS1)=O)C=CC=C2